ClC=1C(=C(C(=C(C1)C(C)NC1=C2N=CNC2=NC=N1)C1=CC(=CC=C1)F)C#N)C 4-chloro-3'-fluoro-3-methyl-6-[1-(9H-purin-6-ylamino)ethyl]biphenyl-2-carbonitrile